FC1=CC(=CC=2N(C(=NC21)N2C[C@@H]1[C@H](OCCN1)CC2)[C@@H](C)C2=CC=C(C=N2)C#N)F 6-((1S)-1-(4,6-difluoro-2-((4ar,8ar)-hexahydro-2H-pyrido[4,3-b][1,4]oxazin-6(5H)-yl)-1H-benzimidazol-1-yl)ethyl)-3-pyridinecarbonitrile